C[C@H]1CC[C@@H](N(C1)C(C(=O)NC=1C=C(C=NC1)C(=O)N)=O)C=1C=NC=CC1 5-[[2-[(2R,5S)-5-methyl-2-(3-pyridyl)-1-piperidyl]-2-oxo-acetyl]amino]pyridine-3-carboxamide